1,3-bis(2,4,6-trimethylphenyl)imidazol-2-ylidenecopper CC1=C(C(=CC(=C1)C)C)N1C(N(C=C1)C1=C(C=C(C=C1C)C)C)=[Cu]